ethyl (S)-6-(2-chlorophenyl)-8-ethynyl-4-methyl-4H-benzo[f]imidazo[1,5-a][1,4]diazepine-3-carboxylate ClC1=C(C=CC=C1)C1=N[C@H](C=2N(C3=C1C=C(C=C3)C#C)C=NC2C(=O)OCC)C